4-[(2-methylpropan-2-yl)oxycarbonylamino]cubane-1-carboxylic acid CC(C)(C)OC(=O)NC12C3C4C5(C(C14)C2C53)C(=O)O